phosphonic acid P(O)(O)=O